FC1=C(C=CC=C1)C1=NC(=NC=2[C@]3(C(CCC12)=C(C(C(=C3)C#N)=O)C)C)C3=CC=NC1=CC=CC=C31 (R)-4-(2-fluorophenyl)-7,10a-dimethyl-8-oxo-2-(quinolin-4-yl)-5,6,8,10a-tetrahydrobenzo[h]quinazoline-9-carbonitrile